(6-((5-(3-(3-(trifluoromethyl)phenyl)-1,2,4-oxadiazol-5-yl)pyrazin-2-yl)oxy)-1-methyl-1H-indol-2-yl)(4-(4-(2,2,2-trifluoroethoxy)benzyl)piperazin-1-yl)methanone FC(C=1C=C(C=CC1)C1=NOC(=N1)C=1N=CC(=NC1)OC1=CC=C2C=C(N(C2=C1)C)C(=O)N1CCN(CC1)CC1=CC=C(C=C1)OCC(F)(F)F)(F)F